CN1C=NC(=C1)C1=CN=C(C2=CC(=C(C=C12)C(=O)N)OC(C)C)OC[C@H]1NC(CC1)=O 4-(1-methyl-1H-imidazol-4-yl)-1-{[(2S)-5-oxopyrrolidin-2-yl]methoxy}-7-(prop-2-yloxy)isoquinoline-6-carboxamide